2-methoxy-acetic acid allyl ester C(C=C)OC(COC)=O